3-(5-(3-(1H-benzo[d]imidazol-5-yl)-2-oxoimidazolidin-1-yl)-1-oxoisoindolin-2-yl)piperidine-2,6-dione N1C=NC2=C1C=CC(=C2)N2C(N(CC2)C=2C=C1CN(C(C1=CC2)=O)C2C(NC(CC2)=O)=O)=O